C1(=CC=CC=C1)[C@H](C)OC1=C(C(=O)N)C=CC=C1 2-[(1S)-1-phenylethoxy]benzamide